2-((4-methoxybenzyl)amino)-6-methylthieno[2,3-b]pyrazine-3-carbonyl chloride COC1=CC=C(CNC=2N=C3C(=NC2C(=O)Cl)SC(=C3)C)C=C1